(±)-(1S,5R,7S)-7-(2-bromoethyl)spiro[bicyclo[3.2.0]heptane-6,2'-[1,3]dioxolan]-2-ol BrCC[C@H]1[C@H]2[C@@H](CC[C@H]2C12OCCO2)O |&1:5|